CC1=C(C2=C(N=N1)SC1=C2N=CN=C1NCC1=CC=C(C=C1)C1COC1)C 3,4-dimethyl-N-[[4-(oxetan-3-yl)phenyl]methyl]pyrimido[4',5':4,5]thieno[2,3-c]pyridazin-8-amine